lithium indium bromide [Br-].[In+3].[Li+].[Br-].[Br-].[Br-]